6-(imidazo[1,2-a]pyridine-3-carbonyl)-N-(4-((1-meth-ylpiperidin-4-yl)oxy)-3-(trifluoromethyl)phenyl)-4,5,6,7-tetrahydrothieno[2,3-c]pyridine-3-carboxamide N=1C=C(N2C1C=CC=C2)C(=O)N2CC1=C(CC2)C(=CS1)C(=O)NC1=CC(=C(C=C1)OC1CCN(CC1)C)C(F)(F)F